4-[(3S)-2-oxopyrrolidin-3-yl]butyl di-tert-butyl phosphate P(=O)(OCCCC[C@@H]1C(NCC1)=O)(OC(C)(C)C)OC(C)(C)C